methyl 5-[3-[4-[3-[tert-butoxycarbonyl(methyl)amino]prop-1-ynyl]-2-fluoro-phenoxy]propyl]-2-[5-(dimethylamino)pentylamino]thiazole-4-carboxylate C(C)(C)(C)OC(=O)N(CC#CC1=CC(=C(OCCCC2=C(N=C(S2)NCCCCCN(C)C)C(=O)OC)C=C1)F)C